2-((4-bromopentyl)oxy)-4-chloro-1-(2,4-dichlorophenoxy)benzene BrC(CCCOC1=C(C=CC(=C1)Cl)OC1=C(C=C(C=C1)Cl)Cl)C